2,5-dimercaptothiadiazole ammonium salt [NH4+].SN1SC(=CN1)S